F[C@@H]1C[C@H](N(C1)C(=O)OC)C1=NC2=C(N1C(C)C)C=C(C=C2F)B2OC(C(O2)(C)C)(C)C methyl (2S,4R)-4-fluoro-2-(4-fluoro-1-isopropyl-6-(4,4,5,5-tetramethyl-1,3,2-dioxaborolan-2-yl)-1H-benzo[d]imidazol-2-yl)pyrrolidine-1-carboxylate